2-[[2-[tert-butoxycarbonyl(methyl)amino]acetyl]-methyl-amino]acetic acid C(C)(C)(C)OC(=O)N(CC(=O)N(CC(=O)O)C)C